ClC1=C(C=CC(=C1)Cl)C(CN1C=NC=C1)OCC1=CC=C(C(=O)NCCOCCOCCOCCOCCOC2=CC3=C(N=C(S3)C3=CC=C(C=C3)NC)C=C2)C=C1 4-((1-(2,4-dichlorophenyl)-2-(1H-imidazol-1-yl)ethoxy)methyl)-N-(14-((2-(4-(methylamino)phenyl)benzo[d]thiazol-6-yl)oxy)-3,6,9,12-tetraoxatetradecyl)benzamide